COC(=O)C=1C=NC(=C(C1)C=C(C)C)N 6-Amino-5-(2-methylpropan-1-en-1-yl)pyridine-3-carboxylic acid methyl ester